COC1=NC=CC(=N1)C(C)=O 1-(2-Methoxy-pyrimidin-4-yl)-ethanone